CC1C(CCC(=C1)C)C(CC)O (+-)-1-(2,4-DIMETHYL-3-CYCLOHEXEN-1-YL)-1-PROPANOL